tert-butyl (1R,5S)-2-allyl-8-benzyl-3,8-diazabicyclo[3.2.1]octane-3-carboxylate C(C=C)C1[C@H]2CC[C@@H](CN1C(=O)OC(C)(C)C)N2CC2=CC=CC=C2